CC(C#C)OS(=O)(=O)C1=CC=C(C=C1)C 4-methylbenzenesulfonic acid 1-methylprop-2-ynyl ester